ClC1=C(C=CC=C1)C1C(NC=2C=C(C=C(C2C1=O)C(=O)OC)F)C1CCOCC1 methyl 3-(2-chlorophenyl)-7-fluoro-2-(oxan-4-yl)-4-oxo-2,3-dihydro-1H-quinoline-5-carboxylate